4-(4-methoxy-2-((4-((4-methylpiperidin-1-yl)methyl)phenyl)amino)-7H-pyrrolo[2,3-d]pyrimidin-5-yl)-N,N-dimethylbenzene-sulfonamide COC=1C2=C(N=C(N1)NC1=CC=C(C=C1)CN1CCC(CC1)C)NC=C2C2=CC=C(C=C2)S(=O)(=O)N(C)C